CC1=C(OCC(=O)O)C=CC(=C1)CN1N=CN(C1=O)C1=CC=C(C=C1)C(F)(F)F 2-Methyl-4-((5-oxo-4-(4-(trifluoro-methyl)phenyl)-4,5-dihydro-1H-1,2,4-triazol-1-yl)methyl)phenoxyacetic acid